O[C@H]1[C@@H](C2=CC=CC=C2C(C1)(C)C)NC(=O)NC=1C(=NC(=C(C1)C)C=1C=NC(=NC1)C)C1CCOCC1 1-((1R,2R)-2-hydroxy-4,4-dimethyl-1,2,3,4-tetrahydronaphthalen-1-yl)-3-(5-methyl-6-(2-methylpyrimidin-5-yl)-2-(tetrahydro-2H-pyran-4-yl)pyridin-3-yl)urea